6-Chloropicolinaldehyde ClC1=CC=CC(=N1)C=O